4-(methoxy-d3)cyclohexane-1-amine C(OC1CCC(CC1)N)([2H])([2H])[2H]